Boc-4-amino-4-vinyl-butyric acid C(=O)(OC(C)(C)C)C(C(=O)O)CC(C=C)N